(R)-(1-(4-((3-(3-fluoro-4-methoxy-phenyl)imidazo[1,2-a]pyrazin-8-yl)amino)-2-methylbenzoyl)piperidin-4-yl)(3-(methylamino)pyrrolidin-1-yl)methanone hydrochloride Cl.FC=1C=C(C=CC1OC)C1=CN=C2N1C=CN=C2NC2=CC(=C(C(=O)N1CCC(CC1)C(=O)N1C[C@@H](CC1)NC)C=C2)C